Benzyl (1R,2S,5S)-3-[(2S)-2-amino-3-ethyl-pentanoyl]-6,6-dimethyl-3-azabicyclo[3.1.0]hexane-2-carboxylate N[C@H](C(=O)N1[C@@H]([C@H]2C([C@H]2C1)(C)C)C(=O)OCC1=CC=CC=C1)C(CC)CC